6-(methoxymethyl)pyridin COCC1=CC=CC=N1